C1(=CC=CC2=CC=CC=C12)C(=O)O.CC=1C=C(C2=CC=CC=C2C1)CC=1NC=CN1 3-methyl-1-naphthylmethylimidazole naphthaleneformate